silver-gold-platinum [Pt].[Au].[Ag]